CC(C(=O)N1[C@@H](CN[C@H](C1)C1=CC(=CC=C1)OCCN(C)C)C)C 2-methyl-1-[(2R,5S)-5-[3-[2-(dimethylamino)ethoxy]phenyl]-2-methyl-piperazin-1-yl]propan-1-one